O1CCN(CC1)CN1N=C(NC1=S)OCC1=CC=C(C=C1)C 2-(morpholinomethyl)-5-(4-methylbenzyloxy)-2,4-dihydro-1,2,4-triazole-3-thione